BrC=1C(=NC(=NC1)NC=1C(=NN(C1)C1CCN(CC1)C(C)C)C)NCCCN1C(OCCC1)=O 3-(3-((5-Bromo-2-((1-(1-isopropylpiperidin-4-yl)-3-methyl-1H-pyrazol-4-yl)amino)pyrimidin-4-yl)amino)propyl)-1,3-oxazinan-2-on